C12NCC(C1)(C2)CN2C=CS(C=C2)(=O)=O 4-(2-Azabicyclo[2.1.1]hex-4-ylmethyl)-1,4-thiazine 1,1-dioxide